3-fluoro-5-((trimethylsilyl)ethynyl)benzonitrile FC=1C=C(C#N)C=C(C1)C#C[Si](C)(C)C